5-fluoro-2-((4-(6-((4-hydroxycyclohexyl)methyl)-2,6-diazaspiro[3.4]octan-2-yl)pyrimidin-5-yl)oxy)-N,N-diisopropylbenzamide FC=1C=CC(=C(C(=O)N(C(C)C)C(C)C)C1)OC=1C(=NC=NC1)N1CC2(C1)CN(CC2)CC2CCC(CC2)O